BrC=1C=C2C=C(N(C2=CC1)C1CC1)SC 5-bromo-1-cyclopropyl-2-(methylthio)-1H-indole